ClC1=C(C(=CC=C1)SC)C1CC(=NO1)C=1N=CSC1 4-(5-(2-chloro-6-(methylthio)phenyl)-4,5-dihydro-isoxazol-3-yl)thiazol